N-tert-butyl-2-{methyl[2-(pyridin-2-yl)-5H,6H,7H-cyclopenta[d]pyrimidin-4-yl]amino}propanamide C(C)(C)(C)NC(C(C)N(C=1C2=C(N=C(N1)C1=NC=CC=C1)CCC2)C)=O